C(C)OC(CCC(=O)N1CC2=CC(=C(C(=C2C1)F)O)OC)=O 4-(4-fluoro-5-hydroxy-6-methoxy-isoindolin-2-yl)-4-oxobutanoic acid ethyl ester